Fluoro-benzenesulfonamide FC1=C(C=CC=C1)S(=O)(=O)N